4-iodopentene IC(CC=C)C